4-((5,6-dimethoxyindol-1-yl)methyl)phenylboronic acid COC=1C=C2C=CN(C2=CC1OC)CC1=CC=C(C=C1)B(O)O